tert-butyl (2-((2-acrylamido-4-((5-chloro-4-((1-(methylsulfonyl)-1,2,3,4-tetrahydroquinolin-8-yl)amino)pyrimidin-2-yl)amino)-5-methoxyphenyl)(methyl)amino)ethyl)(methyl)carbamate C(C=C)(=O)NC1=C(C=C(C(=C1)NC1=NC=C(C(=N1)NC=1C=CC=C2CCCN(C12)S(=O)(=O)C)Cl)OC)N(CCN(C(OC(C)(C)C)=O)C)C